C12(CCC(C1)C2)CC(=O)NCCCCCCCOC2=C(C=C1C(=NC(=NC1=C2)C)N[C@H](C)C2=CC(=CC=C2)Br)OC (R)-2-(bicyclo[2.1.1]hexan-1-yl)-N-(7-((4-((1-(3-bromophenyl)ethyl)amino)-6-methoxy-2-methylquinazolin-7-yl)oxy)heptyl)acetamide